BrC=1C=2C(N=C3N(C2C=CC1)C1=CC=C(C=C1C3(CC)CC)C3CCNCC3)=O 4-bromo-7,7-diethyl-9-(piperidin-4-yl)indolo[1,2-a]quinazolin-5(7H)-one